5-hydroxy-3-methylbenzo[d]oxazol-2(3H)-one OC=1C=CC2=C(N(C(O2)=O)C)C1